hafnium sodium bismuth [Bi].[Na].[Hf]